(2-(3-benzyloxy-4-difluoromethoxyphenyl)-2-hydroxyethyl)-2,6-dimethylpyridin-4(1H)-one C(C1=CC=CC=C1)OC=1C=C(C=CC1OC(F)F)C(CN1C(=CC(C=C1C)=O)C)O